C(C)(C)(C)OC(=O)N1C[C@@H](CCC1)N(C1=NC=CC2=C1C=C(S2)C(=O)O)C(C2=C(C=C(C=C2)C=2N=NN(C2)C)F)=O 4-[[(3R)-1-tert-butoxycarbonyl-3-piperidyl]-[2-fluoro-4-(1-methyltriazol-4-yl)benzoyl]amino]thieno[3,2-c]pyridine-2-carboxylic acid